C1(CC1)COC=1C(=C2CC(COC2=CC1OC)CC=1C=CC(=C(C1)O)OC)OC 5-((6-(cyclopropylmethoxy)-5,7-dimethoxychroman-3-yl)methyl)-2-methoxyphenol